C(CCCCC\C=C\C=CCC)CC(=O)[O-] (E)-7,9-dodecadienylacetate